tert-butyl 4-(((benzyloxy) carbonyl)amino)-4-(nitromethyl)piperidine-1-carboxylate C(C1=CC=CC=C1)OC(=O)NC1(CCN(CC1)C(=O)OC(C)(C)C)C[N+](=O)[O-]